ClC=1C=C2C(=NC=NC2=CC1C1=C(C=CC=C1)COC)N1CCN(CC1)C(C=C)=O 1-(4-(6-chloro-7-(2-(methoxy-methyl)phenyl)quinazolin-4-yl)piperazin-1-yl)prop-2-en-1-one